Cl.BrC=1C=C2C(=NC1)NC(N2C2CCNCC2)=O 6-bromo-1-(4-piperidyl)-3H-imidazo[4,5-b]pyridin-2-one, hydrochloride